N-((1S,3R)-3-((1-((2-chloropyrimidin-5-yl)amino)isoquinolin-6-yl)oxy)cyclohexyl)acetamide ClC1=NC=C(C=N1)NC1=NC=CC2=CC(=CC=C12)O[C@H]1C[C@H](CCC1)NC(C)=O